Cl.COC=1C=C2C(=CC(=NC2=CC1)NC1=CC(=C(C=C1)OC)N)C(F)(F)F 6-methoxy-N-(4-methoxy-3-aminophenyl)-4-trifluoromethylquinolin-2-amine hydrochloride